iso-stearyl laurate C(CCCCCCCCCCC)(=O)OCCCCCCCCCCCCCCCC(C)C